(13S,17S)-2-methoxy-13-methyl-7,8,9,11,12,13,14,15,16,17-decahydro-6H-cyclopenta[a]phenanthrene-3,17-diyl bis(naphthalene-2-sulfonate) C1=C(C=CC2=CC=CC=C12)S(=O)(=O)OC=1C(=CC=2C3CC[C@@]4([C@H](CCC4C3CCC2C1)OS(=O)(=O)C1=CC2=CC=CC=C2C=C1)C)OC